OC=1C(OC(C1O)C1OC2(OC1)CCOCC2)=O 3,4-dihydroxy-5-(1,4,8-trioxaspiro[4.5]decan-2-yl)furan-2(5H)-one